[3-(triethoxysilyl)propyl]succinic anhydride C(C)O[Si](CCCC1C(=O)OC(C1)=O)(OCC)OCC